ClC1=CC2=C(N(C(C(N2C)=O)=O)C2CCN(CC2)C2=NC=C(C=N2)CN2[C@H](COCC2)C)N=C1 (S)-7-Chloro-1-methyl-4-(1-(5-((3-methylmorpholino)methyl)pyrimidin-2-yl)piperidin-4-yl)-1,4-Dihydropyrido[2,3-b]pyrazine-2,3-dione